O1CCN(CC1)C=1C=C(C=CC1)S(=O)(=O)C1=CC=C(C=C1)N1C(NN=C1)=S 4-(4-((3-morpholinophenyl)sulfonyl)phenyl)-2,4-dihydro-3H-1,2,4-triazole-3-thione